OC=1C=C(C(=O)NC=2N=CC3=CC=C(C=C3C2)C=2C=NN(C2)C)C=CN1 2-Hydroxy-N-(6-(1-methyl-1H-pyrazol-4-yl)isoquinolin-3-yl)Isonicotinamide